10-undecene-1-al C(CCCCCCCCC=C)=O